CN(S(=O)(=O)N1N=CC(=C1)C(=O)O)C 1-(N,N-dimethylsulfamoyl)-1H-pyrazole-4-carboxylic acid